(R)-2-((1-(2-(5,7-dihydro-6H-pyrrolo[3,4-d]pyrimidin-6-yl)-6-methyl-4-oxo-4H-chromen-8-yl)ethyl)amino)benzoic acid N1=CN=CC2=C1CN(C2)C=2OC1=C(C=C(C=C1C(C2)=O)C)[C@@H](C)NC2=C(C(=O)O)C=CC=C2